(3,4-dimethoxyphenyl)(dimethyl)(3-sulfopropyl)ammonium COC=1C=C(C=CC1OC)[N+](CCCS(=O)(=O)O)(C)C